N-Acetyl-D-Methionine CC(=O)N[C@H](CCSC)C(=O)O